N1CC(C1)C(=O)N1CCN(CC1)C1=CC=NC2=CC(=CC=C12)F Azetidin-3-yl(4-(7-fluoroquinolin-4-yl)piperazin-1-yl)methanone